4,4-dipropylcyclohexane C(CC)C1(CCCCC1)CCC